Cl.N[C@@H](C(=O)NC1CCC(CC1)N1N=C(C=2C1=NC=NC2N)C2=CC=C(C=C2)OC2=CC=CC=C2)CCC (R)-2-amino-N-(4-(4-amino-(4-phenoxyphenyl)-1H-pyrazolo[3,4-d]pyrimidin-1-yl)cyclohexyl)-pentanoic acid amide hydrochloride